FC1=C(C=CC(=C1)OCCOC([2H])([2H])[2H])N1CCN(CC1)CCN(C1=CC=2N(C(=N1)N)N=C(N2)C=2OC=CN2)C N7-{2-[4-(2-fluoro-4-{2-[(2H3)methyloxy]ethoxy}phenyl)piperazin-1-yl]ethyl}-N7-methyl-2-(1,3-oxazol-2-yl)[1,2,4]triazolo[1,5-c]pyrimidine-5,7-diamine